C(C=C)(=O)OCCC[Si](O[Si](CCCOC(C=C)=O)(C)C)(C)C 1,3-bis(acryloxypropyl)-tetramethyldisiloxane